N-(4-bromo-2,5-difluorophenyl)-6-methoxypyrazolo[1,5-a]pyridine-3-sulfonamide BrC1=CC(=C(C=C1F)NS(=O)(=O)C=1C=NN2C1C=CC(=C2)OC)F